CN(CC(=O)NC1=CC=C(C=N1)NC=1N=CC2=C(N1)CN(CC2)C2=C(C1=C(OCCN1C(=O)OC(C)(C)C)N=C2)C)C tert-butyl 7-[2-({6-[2-(dimethylamino)acetamido]pyridin-3-yl}amino)-5H,6H,7H,8H-pyrido[3,4-d]pyrimidin-7-yl]-8-methyl-1H,2H,3H-pyrido[2,3-b][1,4]oxazine-1-carboxylate